3-(2-amino-[1,2,4]triazolo[1,5-a]pyridin-7-yl)-6-(2-fluoro-5-(trifluoromethoxy)benzyl)-7,8-dihydro-1,6-naphthyridin NC1=NN2C(C=C(C=C2)C=2C=NC=3CCN(CC3C2)CC2=C(C=CC(=C2)OC(F)(F)F)F)=N1